7-(6-aminopyridin-3-yl)-2,3-dihydrobenzo[f][1,4]oxazepine NC1=CC=C(C=N1)C=1C=CC2=C(C=NCCO2)C1